sodium carboxyl-sulfonate methyl-(S)-2-(chloromethyl)-3-(oxetan-2-ylmethyl)-3H-imidazo[4,5-b]pyridine-5-carboxylate COC(=O)C1=CC=C2C(=N1)N(C(=N2)CCl)C[C@H]2OCC2.C(=O)(O)S(=O)(=O)[O-].[Na+]